N1(C[C@H](CC1)C(=O)OC)C(=O)OC(C)(C)C 1-(tert-butyl) 3-methyl (S)-pyrrolidine-1,3-dicarboxylate